(R)-6-fluoro-1,4-diazacycloheptane-1-carboxylic acid tert-butyl ester C(C)(C)(C)OC(=O)N1CCNC[C@H](C1)F